rel-N-[(3S,4R)-4-({[(1s,4S)-4-cyclopropylcyclohexyl]oxy}methyl)-7-methyl-6-oxo-1,3,4,6-tetrahydro-2H-quinolizin-3-yl]methanesulfonamide C1(CC1)C1CCC(CC1)OC[C@H]1[C@H](CCC2=CC=C(C(N12)=O)C)NS(=O)(=O)C |o1:11,12|